C1(CCC1)OCC(=O)O 2-cyclobutoxyacetic acid